ClC=1C=CC2=C(N=C(O2)N2CCC3(CC2)CCC(CC3)NC(=O)C3CCS(CC3)(=O)=O)C1 N-[3-(5-chloro-1,3-benzoxazol-2-yl)-3-azaspiro[5.5]undec-9-yl]-1,1-dioxo-thiane-4-carboxamide